O=C1NCC2N1CCC1=CC(=CC=C21)OCCN2CCC1(CC2)CNC2=CC=C(C=C21)C#N 1'-[2-({3-oxo-1H,2H,3H,5H,6H,10bH-imidazo[4,3-a]isoquinolin-8-yl}oxy)ethyl]-1,2-dihydrospiro[indole-3,4'-piperidine]-5-carbonitrile